CNC(=O)C(CC(=O)OC1(CCC1)C1=CC(=C(C=C1)C(F)(F)F)F)=C 1-(3-fluoro-4-(trifluoromethyl)phenyl)cyclobutyl 3-(methylcarbamoyl)but-3-enoate